trans-4-(aminomethyl)cyclohexanol HCl Cl.NC[C@@H]1CC[C@H](CC1)O